Tert-butyl 2-(4-(6-((2-bromo-4-cyanobenzyl)oxy)pyridin-2-yl)-2,5-difluorobenzyl)-1-(2-methoxyethyl)-1H-benzo[d]imidazole-6-carboxylate BrC1=C(COC2=CC=CC(=N2)C2=CC(=C(CC3=NC4=C(N3CCOC)C=C(C=C4)C(=O)OC(C)(C)C)C=C2F)F)C=CC(=C1)C#N